FC(OC1=C(C=C(C=C1)OC1=CC=C(C=C1)CN1[C@@H](CCCC1)CO)C1=NN(C=C1NC(=O)C=1C=NN2C1N=CC=C2)C)F |r| N-[3-[2-(difluoromethoxy)-5-[4-[[rac-(2S)-2-(hydroxymethyl)-1-piperidyl]methyl]phenoxy]phenyl]-1-methyl-pyrazol-4-yl]pyrazolo[1,5-a]pyrimidine-3-carboxamide